4-[9,10-di(naphthalen-2-yl)-2-anthryl]-1-phenyl-1H-benzimidazole C1=C(C=CC2=CC=CC=C12)C=1C2=CC=CC=C2C(=C2C=CC(=CC12)C1=CC=CC=2N(C=NC21)C2=CC=CC=C2)C2=CC1=CC=CC=C1C=C2